NC1=NC=CC=C1C1=NC=2C(=NC(=CC2)C2=CC=CC=C2)N1C1=CC=C(C=C1)CCNC(C1=CC(=C(C=C1)C1OCCO1)O[Si](C)(C)C(C)(C)C)=O N-(2-{4-[2-(2-aminopyridin-3-yl)-5-phenylimidazo[4,5-b]pyridin-3-yl]phenyl}ethyl)-3-[(tert-butyldimethylsilyl)oxy]-4-(1,3-dioxolan-2-yl)benzamide